N,N-dimethyl-4-(3-(4-(4-morpholino-7H-pyrrolo[2,3-d]pyrimidin-6-yl)phenyl)-2,4-dioxo-1,3,7-triazaspiro[4.4]nonan-7-yl)but-2-ynamide CN(C(C#CCN1CC2(C(N(C(N2)=O)C2=CC=C(C=C2)C2=CC3=C(N=CN=C3N3CCOCC3)N2)=O)CC1)=O)C